4-((2,6-difluoro-4-(5-(methylsulfonyl)-1H-1,2,4-triazol-3-yl)benzyl)oxy)phenyl sulfurofluoridate S(OC1=CC=C(C=C1)OCC1=C(C=C(C=C1F)C1=NNC(=N1)S(=O)(=O)C)F)(=O)(=O)F